C12(CC3CC(CC(C1)C3)C2)CN2N=CC(=C2C)C2=C(C=3N(C=C2)C(=CN3)C=3N=NC(=CC3C)NS3SC2=C(N3)C=CC=C2)C(=O)OC methyl 7-(1-(adamantan-1-ylmethyl)-5-methyl-1H-pyrazol-4-yl)-3-(6-(benzodithiazol-2-ylamino)-4-methylpyridazin-3-yl)imidazo[1,2-a]pyridine-8-carboxylate